3-(1-(9-ethyl-6-morpholino-9H-purin-2-yl)-3-methoxy-1H-pyrazol-4-yl)benzonitrile C(C)N1C2=NC(=NC(=C2N=C1)N1CCOCC1)N1N=C(C(=C1)C=1C=C(C#N)C=CC1)OC